4-(trifluoromethyl)-4-((trimethylsilyl)oxy)piperidine-1-carboxylic acid tert-butyl ester tert-butyldiphenylsilyl-triflate [Si](C1=CC=CC=C1)(C1=CC=CC=C1)(C(C)(C)C)OS(=O)(=O)C(F)(F)F.C(C)(C)(C)OC(=O)N1CCC(CC1)(O[Si](C)(C)C)C(F)(F)F